COC(=O)C1=C(C=NC=C1)NCC1CCCC2=CC(=CC=C12)C1=CC(=NC=C1)C 3-({[6-(2-methylpyridin-4-yl)-1,2,3,4-tetrahydronaphthalen-1-yl]methyl}amino)pyridine-4-carboxylic acid methyl ester